3,4',4-tricarboxybiphenyl C(=O)(O)C=1C=C(C=CC1C(=O)O)C1=CC=C(C=C1)C(=O)O